O1COC2=C1C=CC(=C2)NC(CBr)=O N-(benzo[d][1,3]dioxol-5-yl)-2-bromoacetamide